COC1=CC=C2C(=CNC2=C1)C=O 6-METHOXY-1H-INDOLE-3-CARBALDEHYDE